2-[[1-(1-methylpyrazolo[3,4-d]pyrimidin-4-yl)piperidin-4-yl]methyl]-6-pyrazol-1-ylpyridazin-3-one CN1N=CC=2C1=NC=NC2N2CCC(CC2)CN2N=C(C=CC2=O)N2N=CC=C2